1-(4-(1-(4-(Trifluoromethoxy)phenyl)-1H-1,2,4-triazol-3-yl)phenyl)propan-2-yl (Z)-(3-(2-isopropyl-5-methylphenyl)-4-oxothiazolidin-2-ylidene)carbamate C(C)(C)C1=C(C=C(C=C1)C)N1/C(/SCC1=O)=N/C(OC(CC1=CC=C(C=C1)C1=NN(C=N1)C1=CC=C(C=C1)OC(F)(F)F)C)=O